C1=CC=CC=2C3=CC=CC=C3C(=CC12)C1=CC=C(C=C1)NC=1C=C(C(=CC1)C1=CC=C(C=C1)C1=CC=CC2=CC=CC=C12)C1=CC=CC=C1 (4-phenanthrene-9-yl-phenyl)-(4-naphthalene-1-yl-[1,1':2',1'']terphenyl-4'-yl)-amine